hexyl α-dimethylmethoxysilylpropionate C[Si](C(C(=O)OCCCCCC)C)(OC)C